3,3',5,5'-biphenyltetracarboxylic acid chloride C1(=CC(=CC(=C1)C(=O)Cl)C(=O)Cl)C1=CC(=CC(=C1)C(=O)Cl)C(=O)Cl